4-(4-((5-(1,6-Dimethyl-1H-pyrazolo[3,4-b]pyridin-4-yl)-3-methyl-4,5,6,7-tetrahydro-1H-pyrazolo[4,3-c]pyridin-1-yl)methyl)bicyclo[2.2.2]oct-1-yl)morpholine CN1N=CC=2C1=NC(=CC2N2CC1=C(CC2)N(N=C1C)CC12CCC(CC1)(CC2)N2CCOCC2)C